2-(6-chloro-3-pyridinyl)acetonitrile ClC1=CC=C(C=N1)CC#N